N[C@H]1CC=CC[C@@H]1C1=C(C2=NC(=CC(=C2S1)NCC=1OC=CC1)C#N)C 2-((1S,6S)-6-aminocyclohex-3-en-1-yl)-7-((furan-2-ylmethyl)amino)-3-methylthieno[3,2-b]pyridine-5-carbonitrile